[N+](=O)([O-])C1=C(C=CC(=C1)[N+](=O)[O-])[O-].NN1C(C(=CC(=C1)Br)OC)=[NH2+] 1-amino-5-bromo-3-methoxypyridin-2(1H)-iminium 2,4-dinitrophenolate